C(C)[C@H]1NC[C@@H](N(C1)N1N=C2C(N(C(C=C2)=O)C)=C1)C ((2S,5R)-5-ethyl-2-methylpiperazin-1-yl)-4-methyl-2,4-dihydro-5H-pyrazolo[4,3-B]pyridin-5-one